COCC1=NN(C2=CC=C(C=C12)N)COCC[Si](C)(C)C 3-(methoxymethyl)-1-((2-(trimethylsilyl)ethoxy)methyl)-1H-indazol-5-amine